1-Bromo-2-(2-(2-(2-bromoethoxy)ethoxy)ethoxy)ethane BrCCOCCOCCOCCBr